N-(4-(2-((3-amino-6-(2-hydroxyphenyl)pyridazin-4-yl)oxy)ethyl)benzyl)-5-((2-(2,6-dioxopiperidin-3-yl)-3-oxoisoindolin-5-yl)oxy)pentanamide NC=1N=NC(=CC1OCCC1=CC=C(CNC(CCCCOC=2C=C3C(N(CC3=CC2)C2C(NC(CC2)=O)=O)=O)=O)C=C1)C1=C(C=CC=C1)O